1-({[2-(trifluoromethyl)pyridin-3-yl]oxy}methyl)-3-azabicyclo[3.1.0]hexane FC(C1=NC=CC=C1OCC12CNCC2C1)(F)F